CC1=NN(C(C1)=O)C1=CC=CC=C1 3-Methyl-1-phenyl-1H-pyrazol-5(4H)-on